water, pyrylium salt [O+]1=CC=CC=C1.O